CN1CCN(CC1)C=1N=C2C3=C(C(NC2=CC1)=O)C=CC=C3 2-(4-methyl-piperazin-1-yl)-5H-benzo[c][1,5]naphthyridin-6-one